C\C(=C/CC=1C(=C(C(=O)O)C(=CC1O)C\C=C\CC)O)\CCC=C(C)C 3-((E)-3,7-dimethylocta-2,6-dien-1-yl)-2,4-dihydroxy-6-((E)-pent-2-en-1-yl)benzoic acid